O1CCN(CCC1)C(=O)C1=CC2=C(C=N1)C(=NN2CC(F)(F)F)NC2=CC=C(C(=O)N)C=C2 4-[[6-(1,4-oxazepane-4-carbonyl)-1-(2,2,2-trifluoroethyl)pyrazolo[4,3-c]pyridin-3-yl]amino]benzamide